ClC=1C(=CC(=C(C1)S(=O)(=O)NC=1SC=CN1)F)NC[C@]1(NC[C@H](C1)O)CC1=CC(=CC=C1)C 5-chloro-2-fluoro-4-((((2S,4S)-4-hydroxy-2-(3-methylbenzyl)pyrrolidin-2-yl)methyl)amino)-N-(thiazol-2-yl)benzenesulfonamide